[6-(5-cyclopropyl-4H-1,2,4-triazol-3-yl)-2-azaspiro[3.3]heptan-2-yl]-[6-(pyrazolo[1,5-a]pyridin-3-ylmethyl)-2,6-diazaspiro[3.3]heptan-2-yl]methanone C1(CC1)C=1NC(=NN1)C1CC2(CN(C2)C(=O)N2CC3(C2)CN(C3)CC=3C=NN2C3C=CC=C2)C1